C(C)(C)(C)OC(=O)N1CCN(CC1)C(C1=C(C=C(C=C1)NC(=O)C=1N(C(=CN1)Br)C)C)=O 4-[4-[(5-bromo-1-methyl-imidazole-2-carbonyl)amino]-2-methyl-benzoyl]piperazine-1-carboxylic acid tert-butyl ester